1-((2-(trimethylsilyl)ethoxy)methyl)-4,5,6,7-tetrahydro-1H-benzo[d]imidazole-2-carbaldehyde C[Si](CCOCN1C(=NC2=C1CCCC2)C=O)(C)C